BrC=1C=C2CN(CC2=CC1)C(=O)N(C)[C@@H]1COCC=2NC(C=3C=C(C(=CC3C21)F)F)=O (S)-5-bromo-N-(8,9-difluoro-6-oxo-1,4,5,6-tetrahydro-2H-pyrano[3,4-c]isoquinolin-1-yl)-N-methylisoindoline-2-carboxamide